8-methoxy-9H-pyrimido[4,5-b]Indole-6-carboxamide COC=1C=C(C=C2C3=C(NC12)N=CN=C3)C(=O)N